CC1=CC=C(C=C1)S(=O)(=O)O.O=C1N(NC2=CC(=CC=C12)C1CCNCC1)N1C(CCCC1=O)=O (3-oxo-6-(piperidin-4-yl)-1,3-dihydro-2H-indazol-2-yl)piperidine-2,6-dione 4-methylbenzenesulfonate